BrC1=NN(C2=C1N=C(N=C2N[C@H](CCO[Si](C2=CC=CC=C2)(C2=CC=CC=C2)C(C)(C)C)CCC)NC(OC)=O)CC2=C(C=CC(=C2)C#N)OC methyl (S)-(3-bromo-7-((1-((tert-butyldiphenylsilyl)oxy)hexan-3-yl)amino)-1-(5-cyano-2-methoxybenzyl)-1H-pyrazolo[4,3-d]pyrimidin-5-yl)carbamate